N1C=CC=2C1=NC=C(C2)OC=2C=C(C=CC2C(=O)NS(=O)(=O)C2=CC(=C(C=C2)NCC2CCOCC2)[N+](=O)[O-])C2=CC=C(C=C2)N2C(CCC2)C2=CC(=CC=C2)C2CC2 3-((1H-pyrrolo[2,3-b]pyridin-5-yl)oxy)-4'-(2-(3-cyclopropylphenyl)pyrrolidin-1-yl)-N-((3-nitro-4-(((tetrahydro-2H-pyran-4-yl)methyl)amino)phenyl)sulfonyl)-[1,1'-biphenyl]-4-carboxamide